(+/-)-((cis)-4-Amino-2-methylpyrrolidin-1-yl)(2-(1-ethyl-1H-indol-2-yl)-1-methyl-1H-benzo[d]imidazol-5-yl)methanone, hydrochloride salt Cl.N[C@@H]1C[C@@H](N(C1)C(=O)C1=CC2=C(N(C(=N2)C=2N(C3=CC=CC=C3C2)CC)C)C=C1)C |r|